N[C@@]1(CN(C[C@H]1CCCB1OC(C(O1)(C)C)(C)C)S(NC[C@@H](C(=O)OC)NC(=O)OC(C)(C)C)(=O)=O)C(=O)O |r| (rac)-trans-3-amino-1-(N-((S)-2-((tert-butoxycarbonyl)amino)-3-methoxy-3-oxopropyl)sulfamoyl)-4-(3-(4,4,5,5-tetramethyl-1,3,2-dioxaborolan-2-yl)propyl)pyrrolidine-3-carboxylic acid